CCCCC/C=C\C/C=C\C/C=C\C/C=C\CCCCCC(=O)OC[C@H](COP(=O)(O)OC[C@H](CO)O)OC(=O)CCCCC/C=C\C/C=C\C/C=C\C/C=C\CCCCC 1,2-di-(7Z,10Z,13Z,16Z-docosatetraenoyl)-sn-glycero-3-phospho-(1'-sn-glycerol)